Kalium n-propoxid [O-]CCC.[K+]